5-(2-fluorophenyl)-1-(3-pyridylsulfonyl)-3-aminomethyl-1H-pyrrole FC1=C(C=CC=C1)C1=CC(=CN1S(=O)(=O)C=1C=NC=CC1)CN